2-methyl-5-(1-methyl-octahydro-6H-pyrrolo[3,4-b]pyridin-6-yl)benzoic acid CC1=C(C(=O)O)C=C(C=C1)N1CC2N(CCCC2C1)C